CC1=C(C(=O)OCC=C)C=CC=C1.CC1=C(C(=O)OC)C=CC=C1 allyl methyl di(methyl benzoate)